(S)-2-amino-3-hydroxy-2-methylpropanoic acid methyl ester hydrochloride Cl.COC([C@@](CO)(C)N)=O